N(=C=O)C1CC(CC(C1)(C)CCCN=C=O)(C)C 5-isocyanato-1-(3-isocyanatoprop-1-yl)-1,3,3-trimethyl-cyclohexane